C[C@@H]1CC[C@@]2(CCC(=C([C@@H]2[C@H]1C)CC[C@H]3C(=CC[C@@H]4[C@@]3(CC[C@@H](C4(C)C)O)C)C)C)C The molecule is a triterpenoid that is (2S)-1,2,3,4,4a,5,8,8a-octahydronaphthalen-2-ol substituted by methyl groups at the 1, 1, 4a, and 6 positions and substituted at position 5 by a 2-[(4aR,7R,8S,8aR)-2,4a,7,8-tetramethyl-3,4,4a,5,6,7,8,8a-octahydronaphthalen-1-yl]ethyl group. It is a triterpenoid, a secondary alcohol and a member of octahydronaphthalenes.